ClC1=C2C(N(C(C2=C(C=C1)NC1=NC=C(C=C1)N1CCC(CC1)O)=O)C(=O)OC(C)(C)C)C tert-butyl 4-chloro-7-((5-(4-hydroxypiperidin-1-yl) pyridin-2-yl) amino)-3-methyl-1-oxoisoindoline-2-carboxylate